L-aspartyl-L-alanine N[C@@H](CC(=O)O)C(=O)N[C@@H](C)C(=O)O